6-[(2S)-2-aminopropyl]-2-chloro-7-methyl-N-[(1-methyl-1H-pyrazol-5-yl)methyl]thieno[3,2-d]pyrimidin-4-amine hydrochloride Cl.N[C@H](CC1=C(C=2N=C(N=C(C2S1)NCC1=CC=NN1C)Cl)C)C